(R)-(3-(3-(bis(methyl-d3)amino)-1,2,4-thiadiazol-5-yl)-8-methyl-5,6-dihydro-[1,2,4]triazolo[4,3-a]pyrazin-7(8H)-yl)(4-fluorophenyl)methanone C([2H])([2H])([2H])N(C1=NSC(=N1)C1=NN=C2N1CCN([C@@H]2C)C(=O)C2=CC=C(C=C2)F)C([2H])([2H])[2H]